C1=CC=CC=2C3=CC=CC=C3C(C12)COC(=O)N[C@H](C(=O)O)CCC1=CC=C(C=C1)C(N)=O (S)-2-((((9H-fluoren-9-yl)methoxy)carbonyl)amino)-4-(4-carbamoylphenyl)butanoic acid